1-methyl-1H-indol-3-ON CN1CC(C2=CC=CC=C12)=O